3-amino-N-[(3R)-7-[(3R,4R)-3-amino-4-(methoxymethyl)pyrrolidin-1-yl]-3,4-dihydro-2H-1-benzopyran-3-yl]-6-methylthieno[2,3-b]pyridine-2-carboxamide NC1=C(SC2=NC(=CC=C21)C)C(=O)N[C@H]2COC1=C(C2)C=CC(=C1)N1C[C@@H]([C@@H](C1)COC)N